1,2-dinitroguanidine [N+](=O)([O-])NC(=N[N+](=O)[O-])N